N-((1R,2R)-2-Acrylamidocyclopentyl)-4-oxo-5-(3-(pyridin-2-yl)phenyl)-4,5-dihydro-3H-1-thia-3,5,8-triazaacenaphthylene-2-carboxamide C(C=C)(=O)N[C@H]1[C@@H](CCC1)NC(=O)C=1SC=2N=CC=C3N(C(NC1C23)=O)C2=CC(=CC=C2)C2=NC=CC=C2